ClC1=NC=CC=C1 chloropyridin